2-amino-3-methyl-6-(pyridine-3-carbonyl)benzimidazole-4-carbonitrile NC=1N(C2=C(N1)C=C(C=C2C#N)C(=O)C=2C=NC=CC2)C